COC=1C(=CC(=C(C1)N1CCC(CC1)C(=O)N1CCNCC1)C=1C=NN(C1)C)[N+](=O)[O-] (1-(5-methoxy-2-(1-methyl-1H-pyrazol-4-yl)-4-nitrophenyl)piperidin-4-yl)(piperazin-1-yl)methanone